FC=1C=C(OC2CCNCC2)C=C(C1)C 4-(3-Fluoro-5-methylphenoxy)piperidine